N-(2-(3,3-difluoropyrrolidin-1-yl)-4-(1-methyl-1H-pyrrol-2-yl)pyridin-3-yl)-2-isopropylpyrimidine-5-carboxamide FC1(CN(CC1)C1=NC=CC(=C1NC(=O)C=1C=NC(=NC1)C(C)C)C=1N(C=CC1)C)F